NC1=NC=C2N(C(N(C2=N1)[C@@H]1O[C@@H]([C@@H]([C@H]1O)F)CO)=O)CC#C 2-Amino-9-((2R,3S,4R,5R)-4-fluoro-3-hydroxy-5-(hydroxymethyl)tetrahydrofuran-2-yl)-7-(prop-2-yn-1-yl)-7,9-dihydro-8H-purin-8-on